tert-butyl 3-(2-(((benzyloxy)carbonyl)amino)ethyl)pyrrolidine-1-carboxylate C(C1=CC=CC=C1)OC(=O)NCCC1CN(CC1)C(=O)OC(C)(C)C